CN(CCCCCCCC)CCCCCCCC methyl-di-n-octylamine